O1CCC(CC1)NC1=NC=C(C(=N1)C=1NC2=CC(=CC=C2C1)C#N)C(F)(F)F 2-(((tetrahydro-2H-pyran-4-yl)amino)-5-(trifluoromethyl)pyrimidin-4-yl)-1H-indole-6-carbonitrile